CN(C(C(=C)CCN)=O)C N,N-dimethyl-aminoethyl-acrylamide